heptadecyl fluorododecyl-sulfonate tert-butyl-((1R,2R)-2-(allyloxy)-2,3-dihydro-1H-inden-1-yl)carbamate C(C)(C)(C)N(C(O)=O)[C@H]1[C@@H](CC2=CC=CC=C12)OCC=C.FCCCCCCCCCCCCS(=O)(=O)OCCCCCCCCCCCCCCCCC